CC(CC(C(=O)OCC)N1C(C(=CC(=C1)CC=O)C)=O)C ethyl 4-methyl-2-(3-methyl-2-oxo-5-(2-oxoethyl)pyridin-1(2H)-yl)pentanoate